Cl.O=C1NC(CCC1NC1=CC(=C(C=C1F)N1CCC(CC1)(O)CC(=O)O)F)=O 2-[1-[4-[(2,6-dioxo-3-piperidyl)amino]-2,5-difluoro-phenyl]-4-hydroxy-4-piperidyl]acetic acid hydrochloride